COC(=O)C=1C=C(C2=C(C=CO2)C1CBr)Br 7-bromo-4-(bromomethyl)benzofuran-5-carboxylic acid methyl ester